(S)-4-chloro-2-(4-cyclopentylphenyl)-5-(((tetrahydro-2H-pyran-3-yl)methyl)amino)pyridazin-3(2H)-one ClC=1C(N(N=CC1NC[C@H]1COCCC1)C1=CC=C(C=C1)C1CCCC1)=O